NCC#CC=1C=C(C=CC1)C#CCNC(CCCNC(C[C@H]1C=2N(C3=C(C(=N1)C1=CC=C(C=C1)Cl)C(=C(S3)C)C)C(=NN2)C)=O)=O (S)-N-(3-(3-(3-aminoprop-1-yn-1-yl)phenyl)prop-2-yn-1-yl)-4-(2-(4-(4-chlorophenyl)-2,3,9-trimethyl-6H-thieno[3,2-f][1,2,4]triazolo[4,3-a][1,4]diazepin-6-yl)acetamido)butanamide